valproamidine hydrochloride Cl.C(C(CCC)CCC)(=N)N